2-methyl-2-tert-butyl-1,3-dimethoxypropane CC(COC)(COC)C(C)(C)C